t-butyl 5-methyl-3-(trifluoromethyl)-6,7,7a,8,10,11-hexahydropyrazino[1,2-d]pyrido[3,2-b][1,4]diazepine-9(5H)-carboxylate CN1C2=C(N3C(CC1)CN(CC3)C(=O)OC(C)(C)C)N=CC(=C2)C(F)(F)F